3-(4-fluorophenyl)-1,2,4-oxadiazole-5-carboxylic acid methyl ester COC(=O)C1=NC(=NO1)C1=CC=C(C=C1)F